N-acetyl-ornithinamide C(C)(=O)NC([C@@H](N)CCCN)=O